(11aS)-11-((tert-butyldimethylsilyl)oxy)-8-hydroxy-7-methoxy-5-oxo-11,11a-dihydro-1H,3H-spiro[benzo[e]pyrrolo[1,2-a][1,4]diazepine-2,1'-cyclopropane]-10(5H)-carboxylic acid allyl ester C(C=C)OC(=O)N1C([C@H]2N(C(C3=C1C=C(C(=C3)OC)O)=O)CC3(CC3)C2)O[Si](C)(C)C(C)(C)C